O[C@@H](C(=O)N1[C@@H]2C[C@@]2(C[C@H]1C(=O)N[C@@H](C[C@H]1C(NCC1)=O)C(COC(F)(F)F)=O)C)C(C)C (1R,3S,5R)-2-((R)-2-hydroxy-3-methylbutanoyl)-5-methyl-N-((S)-3-oxo-1-((S)-2-oxopyrrolidin-3-yl)-4-(trifluoromethoxy)butan-2-yl)-2-azabicyclo[3.1.0]hexane-3-carboxamide